1-[2-(4-{2-ethyl-4,6-dimethylimidazo[4,5-c]pyridin-1-yl}phenyl)ethyl]-3-(4-ethylphenyl)sulfonylurea C(C)C=1N(C2=C(C(=NC(=C2)C)C)N1)C1=CC=C(C=C1)CCNC(=O)NS(=O)(=O)C1=CC=C(C=C1)CC